FC=1C=2C(N3C(NC2C=CC1)C(CC3)C)=O 8-fluoro-3-methyl-1,2,3,3a,4,9-hexahydropyrrolo[2,1-b]quinazolin-9-one